(1R,3R,4R)-N-((S)-1-cyano-2-((S)-2-oxopyrrolidin-3-yl)ethyl)-2-((S)-3-cyclobutyl-2-(2,2,2-trifluoroacetamido)propanoyl)-5,5-difluoro-2-azabicyclo[2.2.2]octane-3-carboxamide C(#N)[C@H](C[C@H]1C(NCC1)=O)NC(=O)[C@@H]1N([C@H]2CC([C@@H]1CC2)(F)F)C([C@H](CC2CCC2)NC(C(F)(F)F)=O)=O